fluorane acrylate C(C=C)(=O)O.F